(4-(oxetan-3-yl)piperazin-1-yl)(8-((4-((tetrahydro-2H-pyran-4-yl)amino)-5-(trifluoromethyl)-7H-pyrrolo[2,3-d]pyrimidin-2-yl)amino)-2,3-dihydrobenzo[b][1,4]dioxin-5-yl)methanone O1CC(C1)N1CCN(CC1)C(=O)C1=CC=C(C=2OCCOC21)NC=2N=C(C1=C(N2)NC=C1C(F)(F)F)NC1CCOCC1